C(C)(C)(C)OC(=O)NCCC(=O)O 3-(tert-Butoxyformylamino)propionic acid